nickel-cobalt scandium [Sc].[Co].[Ni]